CN(C(C(=O)C1=CC=C(C=C1)N1CCOCC1)(CC)CC1=CC=C(C=C1)C)C 2-dimethylamino-2-(4-methyl-benzyl)-1-(4-morpholin-4-yl-phenyl)-butane-1-on